2-(3-(3,3-difluoro-1-((4-methyl-4H-1,2,4-triazol-3-yl)methyl)cyclobutyl)phenyl)-6-(((1S,4S)-5-methyl-2,5-diazabicyclo[2.2.1]heptan-2-yl)methyl)-4-(trifluoromethyl)isoindolin-1-one FC1(CC(C1)(CC1=NN=CN1C)C=1C=C(C=CC1)N1C(C2=CC(=CC(=C2C1)C(F)(F)F)CN1[C@@H]2CN([C@H](C1)C2)C)=O)F